CN1C=[N+](C=C1)C(C)C N-methyl-N'-isopropyl-imidazolium